FC1(CC(C1)NC[C@H]1NC[C@H](SCC1)C1=CC=C(C=C1)OC1=CC=CC=C1)F (2R,5S)-5-[[(3,3-difluorocyclobutyl)amino]methyl]-2-(4-phenoxyphenyl)-1,4-thiazepan